(3R,4S)-1-(benzylsulfonyl)-3-((bis(methyl-d3)amino)methyl)-4-(3-(methoxy-d3)phenyl)piperidin-4-ol C(C1=CC=CC=C1)S(=O)(=O)N1C[C@H]([C@](CC1)(O)C1=CC(=CC=C1)OC([2H])([2H])[2H])CN(C([2H])([2H])[2H])C([2H])([2H])[2H]